N=1ON=C2C1C=CC(=C2)COC2=CC=C(C=C2)C=2C=C(C(NC2C(F)(F)F)=O)C(=O)N 5-(4-(benzo[c][1,2,5]oxadiazol-5-ylmethoxy)phenyl)-2-oxo-6-(trifluoromethyl)-1,2-dihydropyridine-3-carboxamide